N=CC(=O)OC methyl iminoacetate